C(C1=CC=CC=C1)N1C2=C(SC(C1=O)CC#N)C=CC(=C2)NC(=O)NC2=CC=C1C=CNC1=C2 1-(4-Benzyl-2-(cyanomethyl)-3-oxo-3,4-dihydro-2H-benzo[b][1,4]thiazin-6-yl)-3-(1H-indol-6-yl)urea